1-[4-(3-{5-[(R)-(1,3-dimethyl-azetidin-3-yl)-hydroxy-(4-isopropyl-phenyl)-methyl]-pyridin-3-yl}-[1,2,4]Oxadiazol-5-yl)-4-hydroxy-piperidin-1-yl]-propan-1-one CN1CC(C1)(C)[C@@](C=1C=C(C=NC1)C1=NOC(=N1)C1(CCN(CC1)C(CC)=O)O)(C1=CC=C(C=C1)C(C)C)O